C(C)(C)(C)OC(=O)NC=1SC2=C(N1)C(=CC=C2)C=2C1=C(C=3C(=NC(=NC3C2F)Cl)N2C[C@H]3CC[C@@H](C2)N3C(=O)OC(C)(C)C)C=C(O1)C tert-butyl (1R,5S)-3-(6-(2-((tert-butoxycarbonyl)amino)benzo[d]thiazol-4-yl)-3-chloro-5-fluoro-8-methylfuro[3,2-f]quinazolin-1-yl)-3,8-diazabicyclo[3.2.1]octane-8-carboxylate